NC=1N=C(SC1C(C1=CC=C(C=C1)OCC(=O)NCC)=O)N(C1=CC=C(C=C1)F)C(C(=O)N)C (N-[4-amino-5-[4-[2-(ethylamino)-2-oxo-ethoxy]benzoyl]thiazol-2-yl]-4-fluoro-anilino)propanamide